C(C)OC(=O)C1=CN=C2N1C=C(C=C2)NCC2=C(C=C(C=C2)OC)OC 6-((2,4-dimethoxybenzyl)amino)imidazo[1,2-a]pyridine-3-carboxylic acid ethyl ester